(S)-N-(4-(4-amino-7-(1-(tetrahydro-2H-pyran-4-yl)-1H-pyrazol-4-yl)pyrazolo[1,5-a]pyrazin-3-yl)-2-(1-(4-fluorophenyl)ethoxy)phenyl)-1,1-difluoromethane-sulfonamide NC=1C=2N(C(=CN1)C=1C=NN(C1)C1CCOCC1)N=CC2C2=CC(=C(C=C2)NS(=O)(=O)C(F)F)O[C@@H](C)C2=CC=C(C=C2)F